pyridazinylundecene-5,7-dione N1=NC(=CC=C1)C=CCCC(CC(CCCC)=O)=O